COC1=CC=C(CN(S(=O)=O)CC2=CC=C(C=C2)OC)C=C1 N,N-bis(4-methoxybenzyl)sulfonamide